2-(difluoromethyl)-5-fluoro-4-methylpyridin-3-amine FC(C1=NC=C(C(=C1N)C)F)F